(R)-2-(3-acetamidophenyl)-N-(2,6-dioxopiperidin-3-yl)acetamide C(C)(=O)NC=1C=C(C=CC1)CC(=O)N[C@H]1C(NC(CC1)=O)=O